N1=NC(=CC=C1)COC=1C=NC=CC1C#N 3-(pyridazin-3-ylmethoxy)pyridine-4-carbonitrile